(R)-3-((3-(8-amino-5-ethylpyrido[3,4-d]pyrimidin-2-yl)phenyl)ethynyl)-3-hydroxy-1-methylpyrrolidin-2-one NC1=NC=C(C2=C1N=C(N=C2)C=2C=C(C=CC2)C#C[C@]2(C(N(CC2)C)=O)O)CC